C1(CCCC1)N(C(=O)N1CC=2C=CC(=NC2CC1)N1C2CN(CC1CC2)C(=O)OCC2=CC=CC=C2)CC benzyl 8-(6-(cyclopentyl(ethyl)carbamoyl)-5,6,7,8-tetrahydro-1,6-naphthyridin-2-yl)-3,8-diazabicyclo[3.2.1]octane-3-carboxylate